1-(2,6-dibenzyloxy-3-pyridyl)-3-methyl-5-[(6S)-6-methyl-1,2,3,6-tetrahydropyridin-4-yl]benzimidazol-2-one C(C1=CC=CC=C1)OC1=NC(=CC=C1N1C(N(C2=C1C=CC(=C2)C=2CCN[C@H](C2)C)C)=O)OCC2=CC=CC=C2